(Z)-4-(1-(4-((6-chloro-1H-indol-3-yl)methylene)-2,5-dioxoimidazolidin-1-yl)-2-hydroxyethyl)benzonitrile ClC1=CC=C2C(=CNC2=C1)\C=C\1/NC(N(C1=O)C(CO)C1=CC=C(C#N)C=C1)=O